N-(4-(1H-imidazol-1-yl)benzyl)-N-(3-methoxybenzyl)-4-methyl-5-(morpholinomethyl)oxazol-2-amine N1(C=NC=C1)C1=CC=C(CN(C=2OC(=C(N2)C)CN2CCOCC2)CC2=CC(=CC=C2)OC)C=C1